[I-].C1(=CC=CC2=CC=CC=C12)N1C[NH+](C=C1)CCCCCCCC 1-(Naphthalen-1-yl)-3-octyl-2H-imidazol-3-ium iodide